CC1(OCC1)COC1=NC=CC(=C1)C#N [(methyloxetan-2-yl)methoxy]pyridine-4-carbonitrile